CN1CC2(C3=CC=CC=C13)CCCC2 methyl-1',2'-dihydrospiro[cyclopentane-1,3'-indole]